3-(tert-butyl)-6-(ethylthio)-1-(2,4,5-trifluorobenzyl)-1,3,5-triazine-2,4(1H,3H)-dione C(C)(C)(C)N1C(N(C(=NC1=O)SCC)CC1=C(C=C(C(=C1)F)F)F)=O